C(C)(C)(C)OC(=O)N1CCC(CC1)C1CN(CCC1)C(C(=O)OCC)C 4-[1-(2-ethoxy-1-methyl-2-oxo-ethyl)-3-piperidinyl]piperidine-1-carboxylic acid tert-butyl ester